N-((3R,4S)-4-((6-(2,6-dichloro-3,5-dimethoxyphenyl)-8-(((1-(2-methoxyethyl)-1H-pyrazol-4-yl)methyl)amino)pyrido[3,4-d]pyrimidin-2-yl)amino)tetrahydrofuran-3-yl)acrylamide ClC1=C(C(=C(C=C1OC)OC)Cl)C1=CC2=C(N=C(N=C2)N[C@H]2[C@H](COC2)NC(C=C)=O)C(=N1)NCC=1C=NN(C1)CCOC